ClC=1C=CC2=C(C=C(CO2)C2=NOC(=N2)C2=C(C=CC(=C2)[N+](=O)[O-])F)C1 3-(6-chloro-2H-benzopyran-3-yl)-5-(2-fluoro-5-nitrophenyl)-1,2,4-oxadiazole